C(#N)C1=CC=C(C=2CCOC21)OC2C(C(C2(C)C)NC(OC(C)(C)C)=O)(C)C tert-Butyl ((1r,3r)-3-((7-cyano-2,3-dihydrobenzofuran-4-yl)oxy)-2,2,4,4-tetramethylcyclobutyl)carbamate